4-ethyl-5-methylhexanoic acid C(C)C(CCC(=O)O)C(C)C